10-Methyl-9,10-dihydroacridine CN1C=2C=CC=CC2CC2=CC=CC=C12